C(C)(C)(C)C=1C=C(C=NC1)C1=CC2=C(C(C[C@H](C(N2CC2=CC=C(C=C2)Cl)=O)NC([O-])=O)(F)F)C=C1F N-[(3R)-8-(5-tert-butyl-3-pyridyl)-1-[(4-chlorophenyl)methyl]-5,5,7-trifluoro-2-oxo-3,4-dihydro-1-benzazepin-3-yl]carbamate